2-(2-Fluoro-6-methoxyphenyl)-N-[(3S)-9-fluoro-2-oxo-5-phenyl-1,3-dihydro-1,4-benzodiazepin-3-yl]-6,7-dihydro-5H-pyrazolo[5,1-b][1,3]oxazine-3-carboxamide FC1=C(C(=CC=C1)OC)C1=NN2C(OCCC2)=C1C(=O)N[C@@H]1C(NC2=C(C(=N1)C1=CC=CC=C1)C=CC=C2F)=O